6-methyl-5-oxo-3,4,5,6-tetrahydro-2,6-naphthyridine CN1C(C=2CCN=CC2C=C1)=O